8-bromo-1-(4-methoxybenzyl)-4-(5-methyl-1,3,4-oxadiazol-2-yl)-1,3-dihydro-2H-benzo[b]azepin-2-one BrC=1C=CC2=C(N(C(CC(=C2)C=2OC(=NN2)C)=O)CC2=CC=C(C=C2)OC)C1